(S)-tert-butyl (1-(4-(2-acetamidopyridin-4-yl)-2-chloro-6-fluorophenoxy)-4-methylpentan-2-yl)carbamate C(C)(=O)NC1=NC=CC(=C1)C1=CC(=C(OC[C@H](CC(C)C)NC(OC(C)(C)C)=O)C(=C1)F)Cl